CNC(=O)C=1C=CC2=C(OC[C@@H]3N2CCN(C3)CC=3C=CC=2C=4C(C(NC2C3)=O)=CSC4)N1 (R)-N-methyl-3-((4-oxo-4,5-dihydrothieno[3,4-c]quinolin-7-yl)methyl)-1,2,3,4,4a,5-hexahydropyrazino[1,2-d]pyrido[2,3-b][1,4]oxazine-8-carboxamide